FC1=C(CN2[C@@H](CCC2=O)CC(=O)N([C@@H](C(C)C)C(=O)OC)C)C=CC=C1F Methyl N-(2-((S)-1-(2,3-difluorobenzyl)-5-oxopyrrolidin-2-yl)acetyl)-N-methyl-L-valinate